NC1=C(C(=NN1C1CC(C2=CC=CC=C12)O)C1=CC=C(C=C1)Br)C#N 5-Amino-3-(4-bromophenyl)-1-(3-hydroxyindan-1-yl)pyrazole-4-carbonitrile